C(=C)[Si](C=COC)(C=COC)C=COC vinyltris(2-methoxyvinyl)silane